4-(4-methoxyphenyl)-alpha-bromo-2-butyl-ethylene COC1=CC=C(C=C1)CCCC(C=C)Br